tert-Butyl 5-((2-chloro-3-cyano-4-methyl-5,6,7,8-tetrahydroquinolin-8-yl)amino)-3-cyclopropyl-1H-indazole-1-carboxylate ClC1=NC=2C(CCCC2C(=C1C#N)C)NC=1C=C2C(=NN(C2=CC1)C(=O)OC(C)(C)C)C1CC1